ClC1=CC=C(C=C1)[C@H](CC(=O)O)CC#N (3S)-3-(4-chlorophenyl)-4-cyanobutanoic acid